FC1=CC=2C3=C(C(N(C2N=C1C1=C(C=CC=C1OC)F)C=1C(=NC=NC1C)C(C)C)=O)N(C([C@@H]1N3CCNC1)=O)C (4aR)-11-fluoro-10-(2-fluoro-6-methoxyphenyl)-8-(4-isopropyl-6-methylpyrimidin-5-yl)-6-methyl-2,3,4,4a,6,8-hexahydro-1H-pyrazino[1',2':4,5]pyrazino[2,3-c][1,8]naphthyridin-5,7-dione